BrC=1C=C2C(N(C(=NC2=CC1)[C@H](CCC)N1CCNC[C@@H](C1)CC)CC)=O 6-bromo-3-ethyl-2-((S)-1-((S)-6-ethyl-1,4-diazepan-1-yl)butyl)quinazolin-4(3H)-one